6-(2-Chloro-5-methylbenzyl)-1-(2-hydroxyethyl)-4-oxo-1,4-dihydroquinoline-3-carboxylic acid ClC1=C(CC=2C=C3C(C(=CN(C3=CC2)CCO)C(=O)O)=O)C=C(C=C1)C